C(C#CC)N1C(CCC1)CC=1C(=C(C(=O)N)C=C(C1)F)F (1-(but-2-ynyl)pyrrolidin-2-yl)methyl-5-fluoro-2-fluorobenzamide